6-(4-Fluorophenyl)-7-(1H-indazol-6-yl)-2,3-dihydropyrazolo[5,1-b]oxazole FC1=CC=C(C=C1)C1=NN2C(OCC2)=C1C1=CC=C2C=NNC2=C1